tert-butyl (S)-3-methyl-4-(1-phenyl-3-(tetrahydro-2H-pyran-4-yl)-1H-pyrazolo[3,4-d]pyrimidin-4-yl)piperazine-1-carboxylate C[C@H]1CN(CCN1C1=C2C(=NC=N1)N(N=C2C2CCOCC2)C2=CC=CC=C2)C(=O)OC(C)(C)C